1-((benzyloxy)methyl)-2-bromo-4,5-difluorobenzene C(C1=CC=CC=C1)OCC1=C(C=C(C(=C1)F)F)Br